phenylacetylphosphinate C1(=CC=CC=C1)CC(=O)P([O-])=O